[Si](C)(C)(C(C)(C)C)OCC1N(C(=CCCC1CC(C)C)C1=NC(=CN=C1)N(C)C1CCC1)C(=O)OC(C)(C)C tertbutyl 2-[[tert-butyl(dimethyl)silyl]oxymethyl]-7-[6-[cyclobutyl(methyl) amino]pyrazin-2-yl]-3-isobutyl-2,3,4,5-tetrahydroazepine-1-carboxylate